(E)-1-(2-bromophenyl)-2-hepten-1-one BrC1=C(C=CC=C1)C(\C=C\CCCC)=O